zirconium tert-butoxide CC(C)(C)[O-].[Zr+4].CC(C)(C)[O-].CC(C)(C)[O-].CC(C)(C)[O-]